2-((piperidin-4-yl)methyl)pyridine dihydrochloride Cl.Cl.N1CCC(CC1)CC1=NC=CC=C1